4-((3-cyclopropylmethoxy-4-fluorophenyl)amino)-6-acetylamino-1H-indole-2-carboxylic acid ethyl ester C(C)OC(=O)C=1NC2=CC(=CC(=C2C1)NC1=CC(=C(C=C1)F)OCC1CC1)NC(C)=O